tetraallylparaben C(C=C)C1=C(C(=C(C(=C1C(O)=O)CC=C)CC=C)O)CC=C